C1(CC1)N(CC1=NC=C(C=C1)C(F)(F)F)C cyclopropyl-N-((5-(trifluoromethyl)pyridin-2-yl)methyl)methylamine